6-(2-fluoro-4-(1-methyl-1H-pyrazol-3-yl)benzyl)-N-((1S,2S)-2-hydroxycyclopentyl)-5-oxo-5,6-dihydroimidazo[1,2-c]pyrimidine-8-carboxamide FC1=C(CN2C(N3C(C(=C2)C(=O)N[C@@H]2[C@H](CCC2)O)=NC=C3)=O)C=CC(=C1)C1=NN(C=C1)C